nonatriacontan-1-ol C(CCCCCCCCCCCCCCCCCCCCCCCCCCCCCCCCCCCCCC)O